OC1=C(C=C(C=C1)CCCCCCCC)N1N=C2C(=N1)C=CC=C2 2-(2-hydroxy-5-octylphenyl)benzotriazole